CC1OC=2C(NC1)=C(C(=C(C2)Cl)F)C(=O)OCC2=C(N=NN2C2=CC=C(C=C2)C(F)F)C (1-(4-(Difluoromethyl)phenyl)-4-methyl-1H-1,2,3-triazol-5-yl)methanol methyl-7-chloro-6-fluoro-3,4-dihydro-2H-1,4-benzoxazine-5-carboxylate